NC=1N=NC(=CC1N1C[C@@H](N(CC1)C(C)=O)C)C1=C(C=CC=C1)O 1-[(2S)-4-[3-amino-6-(2-hydroxyphenyl)pyridazin-4-yl]-2-methyl-piperazin-1-yl]ethanone